ClC1=C(C=CC2=C1C(=NCC=1N2C(=NN1)C1=NC=NC=C1)C1=C(C=CC=C1F)F)OC 7-chloro-6-(2,6-difluorophenyl)-8-methoxy-1-pyrimidin-4-yl-4H-[1,2,4]triazolo[4,3-a][1,4]benzodiazepine